3-(2-Ethoxypyrimidin-5-yl)-N-ethyl-6-fluoro-4-[3-(trifluoromethyl)pyrazol-1-yl]-9H-pyrido[2,3-b]indol-8-amine C(C)OC1=NC=C(C=N1)C1=C(C2=C(NC3=C(C=C(C=C23)F)NCC)N=C1)N1N=C(C=C1)C(F)(F)F